N-[5-[3-amino-8-(tert-butoxycarbonylamino)-7-fluoro-6-isoquinolinyl]-4-methyl-3-pyridinyl]-N-tert-Butoxycarbonyl-carbamic acid tert-butyl ester C(C)(C)(C)OC(N(C(=O)OC(C)(C)C)C=1C=NC=C(C1C)C=1C=C2C=C(N=CC2=C(C1F)NC(=O)OC(C)(C)C)N)=O